C(C)(C)N1N=CC2=C1C(=NN(C2=O)CC(=O)N[C@@H](C)C2=CC=C(C=C2)C)C (S)-2-(1-Isopropyl-7-methyl-4-oxo-1,4-dihydro-5H-pyrazolo[3,4-d]pyridazin-5-yl)-N-(1-(p-tolyl)ethyl)acetamid